COCC1C2C=CC(C1COC)C2 2,3-bis(methoxymethyl)-5-norbornene